3-Amino-N,1-dimethyl-1H-pyrazole-5-carboxamide NC1=NN(C(=C1)C(=O)NC)C